2-((benzyloxy)carbonyl)-13-oxo-2-undecyltridecanoic Acid C(C1=CC=CC=C1)OC(=O)C(C(=O)O)(CCCCCCCCCCC=O)CCCCCCCCCCC